O1C(=CC=C1)C1=CC(=C(C=N1)NC=1N=CC2=C(N1)N(C(CC2C)=O)C2CCOCC2)C 2-((6-(furan-2-yl)-4-methylpyridin-3-yl)amino)-5-methyl-8-(tetrahydro-2H-pyran-4-yl)-5,8-dihydropyrido[2,3-d]pyrimidin-7(6H)-one